CNC(=O)C1=NN(C(=C1)C(=O)NCCC)[C@@H](C)C1=CC=CC=C1 (S)-N3-Methyl-1-(1-phenylethyl)-N5-propyl-1H-pyrazole-3,5-dicarboxamide